C(C)OC(CC1(OCCO1)C)=O.OC=1C=C2C=3C(=CC(=CC3C=CC2=CC1O)OC)OC 6,7-dihydroxy-2,4-dimethoxyphenanthrene ethyl-2-(2-methyl-1,3-dioxolan-2-yl)acetate